ClC1=C(SC=C1)C1=NN=C(S1)NC(=O)C1=CC(=C(C(O1)=O)OC)N[C@@H]1[C@@H](CCC1)O N-(5-(3-chlorothiophen-2-yl)-1,3,4-thiadiazol-2-yl)-4-(((1S,2R)-2-hydroxycyclopentyl)amino)-3-methoxy-2-oxo-2H-pyran-6-carboxamide